4-(Oxocyclohexane-4-yloxy)pyridin-2-amine O=C1CCC(CC1)OC1=CC(=NC=C1)N